2-(2-fluoro-6-methyl-phenyl)-4,4,5,5-tetramethyl-1,3,2-dioxaborolane FC1=C(C(=CC=C1)C)B1OC(C(O1)(C)C)(C)C